COC(C=O)CC#C 2-METHOXY-PENT-4-YNAL